C(CCC(=O)O)(=O)O.C(C)O ethanol succinate